C(C)OC(=O)C=1OC2=C(C1C)C=C(C=C2)S(N(C2=C(C=CC=C2)N2CCN(CC2)C(=O)C=2SC=CC2)CCC2=CC=CC=C2)(=O)=O 3-methyl-5-(N-phenethyl-N-(2-(4-(thiophene-2-carbonyl)piperazin-1-yl)phenyl)sulfamoyl)benzofuran-2-carboxylic acid ethyl ester